2,4-Dicyclopropyl-6-(piperazin-1-yl)benzonitrile hydrochloride Cl.C1(CC1)C1=C(C#N)C(=CC(=C1)C1CC1)N1CCNCC1